C[C@@H](CC)NC(O[C@H]1C[C@H](CC1)C1=CC(=NN1)NC(CC=1C(=NN(C1)C)OC)=O)=O (1R,3S)-3-(3-{[(3-meth-oxy-1-methyl-1H-pyrazol-4-yl)acetyl]amino}-1H-pyrazol-5-yl)cyclopentyl (2S)-butan-2-ylcarbamate